(4-(2-chlorophenyl)thiazol-2-yl)-4-(1,1-dioxido-tetrahydro-2H-thiopyran-4-yl)benzamide propionate C(CC)(=O)O.ClC1=C(C=CC=C1)C=1N=C(SC1)C1=C(C(=O)N)C=CC(=C1)C1CCS(CC1)(=O)=O